C(=C)C1=CC(=C(C=2N1N=CN2)C(=O)O)O 5-(Vinyl)-7-hydroxy-[1,2,4]triazolo[1,5-a]pyridine-8-carboxylic acid